(3-ethyl-3-oxetanylmethoxy)methylbenzene C(C)C1(COC1)COCC1=CC=CC=C1